CC([C@H](N)C(=O)O)CCCN beta-methyl-L-lysine